3-[1-(2-Aminoacetyl)-2-piperidyl]-1-sulfamoyl-pyrrole-2-carboxylic acid NCC(=O)N1C(CCCC1)C1=C(N(C=C1)S(N)(=O)=O)C(=O)O